methoxypyridine-4-carbonyl chloride COC1=NC=CC(=C1)C(=O)Cl